N-(3-bromo-5-fluorophenyl)-8-chloro-N-methyl-[1,2,4]Triazolo[4,3-a]Quinazolin-5-amine BrC=1C=C(C=C(C1)F)N(C1=NC=2N(C3=CC(=CC=C13)Cl)C=NN2)C